2,2'-[4-(4-aminophenylazo)phenyl-imino]diethanol NC1=CC=C(C=C1)N=NC1=CC=C(C=C1)N(CCO)CCO